CC=1C(N2[C@H]([C@H](CCC2=CC1)NS(=O)(=O)C)CC=1N=C(SC1)C1=CC=CC=C1)=O |r| rac-N-{(3S,4S)-7-methyl-6-oxo-4-[(2-phenyl-1,3-thiazol-4-yl)methyl]-1,3,4,6-tetrahydro-2H-quinolizin-3-yl}methanesulfonamide